1-[4-[[4-[5-(2-benzyloxy-3-pyridyl)-3,6-dihydro-2H-pyridin-1-yl]-5-fluoro-pyrimidin-2-yl]amino]-1-piperidyl]ethanone C(C1=CC=CC=C1)OC1=NC=CC=C1C1=CCCN(C1)C1=NC(=NC=C1F)NC1CCN(CC1)C(C)=O